C(C)(C)C1=C2CC(CCC2C(CC1)C)=C 2-isopropyl-5-methyl-9-methylenebicyclo[4.4.0]deca-1-ene